C[C@H]1[C@@H](C[C@H]([C@@H](O1)OCCCCCCCCCCCCCCCCCCCCC(=O)SCCNC(=O)CCNC(=O)[C@@H](C(C)(C)COP(=O)(O)OP(=O)(O)OC[C@@H]2[C@H]([C@H]([C@@H](O2)N3C=NC4=C(N=CN=C43)N)O)OP(=O)(O)O)O)O)O The molecule is an acyl-CoA that results from the formal condensation of the thiol group of coenzyme A with the carboxy group of oscr#38. It derives from an oscr#38. It is a conjugate acid of an oscr#38-CoA(4-).